COC(=O)C=1C=CC2=C(N(C(=N2)[C@H](CC)N2CCC(CC2)C2=NC(=CC=C2)OCC2=C(C=C(C=C2)Cl)F)C[C@H]2OCC2)C1 2-((S)-1-(4-(6-((4-chloro-2-fluorobenzyl)oxy)pyridin-2-yl)piperidin-1-yl)propyl)-1-(((S)-Oxetan-2-yl)methyl)-1H-benzo[d]imidazole-6-carboxylic acid methyl ester